1,2-bis(ethenyl)benzene C(=C)C1=C(C=CC=C1)C=C